C(C1=CC=CC=C1)N1C[C@@H]2N(CCC1)C1=C(CC2)C(=NC=N1)Cl (R)-8-benzyl-4-chloro-5,6,6a,7,8,9,10,11-octahydropyrimido[5',4':5,6]pyrido[1,2-a][1,4]diazepine